Methyl (5-(2-fluoro-5-((7-methoxy-4-oxo-3,4-dihydrophthalazin-1-yl)methyl)phenyl)-1H-benzoimidazol-2-yl)carbamate FC1=C(C=C(C=C1)CC1=NNC(C2=CC=C(C=C12)OC)=O)C1=CC2=C(NC(=N2)NC(OC)=O)C=C1